4-Amino-N-(1-(4-methoxybenzyl)-6-methylisoquinolin-5-yl)thieno[3,2-d]pyrimidine-7-carboxamide NC=1C2=C(N=CN1)C(=CS2)C(=O)NC2=C1C=CN=C(C1=CC=C2C)CC2=CC=C(C=C2)OC